tert-butyl (4-((2-(2-hydroxyethoxy)-4-(4-(trifluoromethyl)piperidin-1-yl)phenyl)amino)cyclohexyl)carbamate OCCOC1=C(C=CC(=C1)N1CCC(CC1)C(F)(F)F)NC1CCC(CC1)NC(OC(C)(C)C)=O